N-(5-Chloro-1-(1-cyclopropyl-1H-pyrazol-4-yl)-1H-indazol-6-yl)-5-cyano-3,4-dimethylpicolinamide ClC=1C=C2C=NN(C2=CC1NC(C1=NC=C(C(=C1C)C)C#N)=O)C=1C=NN(C1)C1CC1